N-(2-chloro-4-(trifluoromethyl)phenyl)-2-(4-((1-(2-(2,6-dioxopiperidin-3-yl)-1,3-dioxoisoindolin-5-yl)azetidin-3-yl)ethynyl)-1H-pyrazol-1-yl)-2-methylpropanamide ClC1=C(C=CC(=C1)C(F)(F)F)NC(C(C)(C)N1N=CC(=C1)C#CC1CN(C1)C=1C=C2C(N(C(C2=CC1)=O)C1C(NC(CC1)=O)=O)=O)=O